BrC1=CC=CC=2C3=C(OC21)C(=CC(=C3)C(C)(C)C)C(C)(C)C 6-bromo-2,4-di-(t-butyl)dibenzo[b,d]furan